t-butyl (3aR,5s,6aS)-5-((3-bromo-2-chlorobenzyl)oxy)hexahydrocyclopenta[c]pyrrole-2(1H)-carboxylate BrC=1C(=C(COC2C[C@@H]3[C@@H](CN(C3)C(=O)OC(C)(C)C)C2)C=CC1)Cl